5,7-difluoro-2-(4-fluorophenyl)-3-[(2S)-3-methoxy-2-methyl-3-oxo-propyl]indole-1-carboxylic acid tert-butyl ester C(C)(C)(C)OC(=O)N1C(=C(C2=CC(=CC(=C12)F)F)C[C@@H](C(=O)OC)C)C1=CC=C(C=C1)F